C(C)OC=1C=CC2=C(N(C(N(C2)C2=CC3=CN(N=C3C=C2)C)=O)C=2C=NC(=CC2)CF)N1 7-ethoxy-1-(6-(fluoromethyl)pyridin-3-yl)-3-(2-methyl-2H-indazol-5-yl)-3,4-dihydropyrido[2,3-d]pyrimidin-2(1H)-one